CN1C[C@@H](N(CC1)CC=1N=C(C=C2C1NN=C2)C(F)(F)F)C(C)C 7-{[(2S)-4-methyl-2-(propan-2-yl)piperazin-1-yl]methyl}-5-(trifluoromethyl)-1H-pyrazolo[3,4-c]pyridine